N-methyl-pyridazine-3-carboxamide CNC(=O)C=1N=NC=CC1